[C@@H]1(C[C@H](O)[C@@H](CO)O1)N1C(=O)NC(=O)C(C)=C1.P(=O)(O)(O)O phosphate-thymidine